4,6-dichloro-1-methyl-3-phenyl-1H-pyrazolo[3,4-d]pyrimidine ClC1=C2C(=NC(=N1)Cl)N(N=C2C2=CC=CC=C2)C